m-(2,4,6-trimethylphenyl)formyl-tetrafluorobenzene CC1=C(C(=CC(=C1)C)C)C(=O)C=1C(=C(C=C(C1F)F)F)F